N=1C=NN2C1C(=CC=C2)COC2=CC=CC=N2 6-(([1,2,4]triazolo[1,5-a]pyridin-8-yl)methoxy)pyridine